3,5-Dichloro-2-iodophenol ClC=1C(=C(C=C(C1)Cl)O)I